(3S,6S,8R,10aS)-8-(dimethylamino)-6-((S)-2-(methylamino)propanamido)-5-oxo-N-((R)-1,2,3,4-tetrahydronaphthalen-1-yl)decahydropyrrolo[1,2-a]azocine-3-carboxamide CN([C@@H]1CC[C@@H]2N(C([C@H](C1)NC([C@H](C)NC)=O)=O)[C@@H](CC2)C(=O)N[C@@H]2CCCC1=CC=CC=C21)C